ClC1=NC(=CC(=N1)NC1=CC=C2C=CN(C2=C1)C)C1=CC=CC=C1 N-(2-chloro-6-phenylpyrimidin-4-yl)-1-methyl-1H-indol-6-amine